C(CCCCC1=C(C=CC(=C1)C)S(=O)(=O)[O-])C1=C(C=CC(=C1)C)S(=O)(=O)[O-] pentane-1,5-diylbis(4-methylbenzenesulfonate)